FC=1C=C(C=C(C1)F)C=1C=C2C(=NC1)NC(N2CCNCCO)=O 6-(3,5-difluorophenyl)-1-[2-(2-hydroxyethylamino)ethyl]-3H-imidazo[4,5-b]pyridin-2-one